PEROXYDICARBONATE C(=O)([O-])OOC(=O)[O-]